CC(=C)P(C(C1=C(C=C(C=C1C)C)C)=O)C(C1=C(C=C(C=C1C)C)C)=O 1-Methylvinyl-bis(2,4,6-trimethylbenzoyl)phosphine